Cl.NC(CCC(=O)O)C 4-amino-1-pentanoic acid hydrochloride